FC1=CC=C2C(NN=C(C2=C1)C1=CC2=C(NC(=N2)NC(OC2=CC=CC=C2)=O)C=C1)=O Phenyl (5-(7-fluoro-4-oxo-3,4-dihydrophthalazin-1-yl)-1H-benzimidazol-2-yl)carbamate